CN1SC2=C(C(C1)=O)C=CC=C2 N-methyl-2,3-dihydrobenzothiazine-4-one